N,N'-bis(3-phenylbut-3-enyl)piperazine C1(=CC=CC=C1)C(CCN1CCN(CC1)CCC(=C)C1=CC=CC=C1)=C